C1(CC1)C=1N=NN(C1)[C@H](C(=O)N1[C@@H](C[C@H](C1)O)C(=O)NCC1=NN=NN1C1=CC=C(C=C1)F)C(C)(C)C (2S,4R)-1-[(2S)-2-(4-cyclopropyltriazol-1-yl)-3,3-dimethyl-butanoyl]-N-[[1-(4-fluorophenyl)tetrazol-5-yl]methyl]-4-hydroxy-pyrrolidine-2-carboxamide